(S)-2-(5-((3-(cyclopropylmethyl)-2,4,5-trioxoimidazolidin-1-yl)methyl)-1,2,4-oxadiazol-3-yl)-N-(2-methoxyphenyl)-N-(morpholin-3-ylmethyl)acetamide C1(CC1)CN1C(N(C(C1=O)=O)CC1=NC(=NO1)CC(=O)N(C[C@@H]1NCCOC1)C1=C(C=CC=C1)OC)=O